O[C@@H](C(=O)N1CC2=C(N=C(NC2=O)C2(CC2)C2=CC=CC=C2)CC1)C1=CC(=CC=C1)C=1C=C2C=CN=CC2=CC1 (R)-6-(2-hydroxy-2-(3-(isoquinolin-6-yl)phenyl)acetyl)-2-(1-phenylcyclopropyl)-5,6,7,8-tetrahydropyrido[4,3-d]pyrimidin-4(3H)-one